C1(CC1)C(=O)NC1=NC=C(C(=O)O)C(=C1)NC=1C=NN2C1C(=C(C=C2)C)OC 6-(Cyclopropanecarboxamido)-4-((4-methoxy-5-methylpyrazolo[1,5-a]pyridin-3-yl)amino)nicotinic acid